CO[Si](CCCN[C@@H](CC(=O)OCC)C(=O)OCC)(OC)OC diethyl N-[3-(trimethoxysilyl)propyl]aspartate